C(C)(C)(C)OC(NC1=C(C=CC=C1NC)Cl)=O (2-chloro-6-(methylamino)phenyl)carbamic acid tert-butyl ester